tri(4-(tertiary butyl)phenyl)amine C(C)(C)(C)C1=CC=C(C=C1)N(C1=CC=C(C=C1)C(C)(C)C)C1=CC=C(C=C1)C(C)(C)C